FC=1C=C(C=CC1F)[C@@H](NC(=O)N1[C@@H](C(NCC1)=O)C)C1=NC(=C(C=C1)F)C(F)(F)F |o1:8| (2R)-N-((R or S)-(3,4-difluorophenyl)(5-fluoro-6-(trifluoro-methyl)pyridin-2-yl)methyl)-2-methyl-3-oxopiperazine-1-carboxamide